COC1=C(C=CC=C1)C1=CC(=NC=C1C(=O)NC=1SC=2C(=NC=C(C2)B2OC(C(O2)(C)C)(C)C)N1)C 4-(2-methoxyphenyl)-6-methyl-N-(6-(4,4,5,5-tetramethyl-1,3,2-dioxaborolan-2-yl)thiazolo[4,5-b]pyridin-2-yl)nicotinamide